Methyl 5-chloro-4-(2-(iodomethyl)-4,5,6,7-tetrahydropyrazolo[1,5-a]pyridin-3-yl)-1-(3-methoxy-3-oxopropyl)-3-methyl-1H-indole-2-carboxylate ClC=1C(=C2C(=C(N(C2=CC1)CCC(=O)OC)C(=O)OC)C)C=1C(=NN2C1CCCC2)CI